3-(5-(((1S,2S)-2-((2,4-difluorobenzyl)amino)cyclohexyl)oxy)-1-oxoisoindolin-2-yl)piperidine-2,6-dione FC1=C(CN[C@@H]2[C@H](CCCC2)OC=2C=C3CN(C(C3=CC2)=O)C2C(NC(CC2)=O)=O)C=CC(=C1)F